(S)-2-((4-(6-((1-(2,2-difluoroethyl)-1H-pyrazolo[3,4-b]pyridin-6-yl)methoxy)pyridin-2-yl)piperidin-1-yl)methyl)-1-((oxetan-2-yl)methyl)-1H-benzo[d]imidazole FC(CN1N=CC=2C1=NC(=CC2)COC2=CC=CC(=N2)C2CCN(CC2)CC2=NC1=C(N2C[C@H]2OCC2)C=CC=C1)F